(2R,4S)-4-((tert-Butyldiphenylsilyl)oxy)pyrrolidine-1,2-dicarboxylic acid [Si](C1=CC=CC=C1)(C1=CC=CC=C1)(C(C)(C)C)O[C@H]1C[C@@H](N(C1)C(=O)O)C(=O)O